BrC1=CC=CC=2C=3N(C(=NC12)N[C@@H]1C(NCCN(C1)C(=O)OCC1=CC=CC=C1)=O)N=C(N3)C3=CC=C(C=C3)F benzyl (6S)-6-{[7-bromo-2-(4-fluorophenyl)[1,2,4]triazolo[1,5-c]quinazolin-5-yl]amino}-5-oxo-1,4-diazepane-1-carboxylate